C(C)OC1=C(C=C2CCN(C(C2=C1)CCC1=CNC2=CC=C(C=C12)OC)C(=O)N1CC2(CC1)CCOCC2)OC (7-ethoxy-6-methoxy-1-(2-(5-methoxy-1H-indol-3-yl)ethyl)-3,4-dihydroisoquinolin-2(1H)-yl)(8-oxa-2-azaspiro[4.5]dec-2-yl)methanone